C1(CCC1)OC=1C=2N(C=NC1C=1C=NN(C1)C(C)OCC)N=C(N2)N 8-(cyclobutoxy)-7-[1-(1-ethoxyethyl)pyrazol-4-yl]-[1,2,4]triazolo[1,5-c]pyrimidin-2-amine